1-fluoroheptadecan-9-yl 8-((2-hydroxyethyl)(6-(nonyloxy)-6-oxohexyl)amino)octanoate OCCN(CCCCCCCC(=O)OC(CCCCCCCCF)CCCCCCCC)CCCCCC(=O)OCCCCCCCCC